C(C)OCC[NH+]1CCS(CC1)(=O)=O 2-ethoxyethyl-1,1-dioxothiomorpholinium